(4-fluorophenyl)-2-oxopyrrolidine-3-carboxylic acid FC1=CC=C(C=C1)N1C(C(CC1)C(=O)O)=O